5-(4-(2-(dimethylamino)ethyl)piperazin-1-yl)-2-methylbenzoic acid CN(CCN1CCN(CC1)C=1C=CC(=C(C(=O)O)C1)C)C